5-Phenyl-7-(pyridin-4-yl)pyrazolo[1,5-a]pyrimidine-2-carboxylic acid C1(=CC=CC=C1)C1=NC=2N(C(=C1)C1=CC=NC=C1)N=C(C2)C(=O)O